N1=CC(=C2N1C=CC=N2)C2=CC=C(C(=O)Cl)C=C2 4-(pyrazolo[1,5-a]pyrimidin-3-yl)benzoyl chloride